bis-(2-acryloyloxyethyl)phosphate C(C=C)(=O)OCCOP(=O)(OCCOC(C=C)=O)[O-]